N-(1-((4-(2,3-dihydro-1H-inden-5-yl)phenyl)sulfonyl)piperidin-4-yl)-5-(trifluoromethyl)pyridin-2-amine C1CCC2=CC(=CC=C12)C1=CC=C(C=C1)S(=O)(=O)N1CCC(CC1)NC1=NC=C(C=C1)C(F)(F)F